C(C)(C)(C)OC(=O)N[C@H]1C=2C=CC=C(C2CCC1)OCCOCCOC1=C2CCC[C@H](C2=CC=C1)NC(OC(C)(C)C)=O tert-Butyl N-[(1R)-5-[2-(2-[[(5R)-5-[(tert-butoxycarbonyl)amino]-5,6,7,8-tetrahydro naphthalen-1-yl]oxy]ethoxy)ethoxy]-1,2,3,4-tetrahydronaphthalen-1-yl]carbamate